1,5-anhydro-2,3-dideoxy-3-(((7-(3-fluoro-4-((3-(methylsulfonyl)propyl)-carbamoyl)benzyl)-4-methoxy-2,3-dihydro-1-benzofuran-5-yl)carbonyl)amino)-L-threo-pentitol FC=1C=C(CC2=CC(=C(C=3CCOC32)OC)C(=O)N[C@H]3CCOC[C@@H]3O)C=CC1C(NCCCS(=O)(=O)C)=O